COC1=CC=C2CC3(CCN(CC3)C3=NC4=C(C=5N3C=NN5)C(=NN4)C4(CC4)C4=CC=CC=C4)[C@@H](C2=C1)N (S)-6-methoxy-1'-(9-(1-phenylcyclopropyl)-7H-pyrazolo[4,3-e][1,2,4]triazolo[4,3-c]pyrimidin-5-yl)-1,3-dihydrospiro[indene-2,4'-piperidin]-1-amine